N-((R)-1-(4-((3,3-difluoroazetidin-1-yl)methyl)phenyl)-2,2,2-trifluoroethyl)-2-(2,6-dioxopiperidin-3-yl)-1-oxoisoindoline-5-carboxamide FC1(CN(C1)CC1=CC=C(C=C1)[C@H](C(F)(F)F)NC(=O)C=1C=C2CN(C(C2=CC1)=O)C1C(NC(CC1)=O)=O)F